CN1C(=NC2=C1C=CC(=C2)N(C2=NC(=NC=C2)NC=2C=C(C=CC2)S(=O)(=O)N)C)C 3-({4-[(1,2-dimethyl-1H-benzoimidazol-5-yl)(methyl)amino]pyrimidin-2-yl}amino)benzenesulfonamide